ClC=1C=CC(=C(C1)C1=CC(=C(N=N1)C)NC1=CC(=NC=C1)NC(=O)NCCN1CCN(CC1)C)F 1-(4-((6-(5-chloro-2-fluorophenyl)-3-methylpyridazin-4-yl)amino)pyridin-2-yl)-3-(2-(4-methylpiperazin-1-yl)ethyl)urea